4-xylylene thiol C1(=CC=C(C=C1)CS)CS